C(C1=CC=CC=C1)OCCC=1C=C2C(=NC=NN2C1)C1=CC(=C(C=C1)CNC(OC(C)(C)C)=O)F tert-butyl N-[[4-[6-(2-benzyloxyethyl)pyrrolo[2,1-f][1,2,4]triazin-4-yl]-2-fluoro-phenyl]methyl]carbamate